N,N'-bis(naphthalen-2-yl)-dibenzo[d,d']naphtho[2,3-b:6,7-b']difuran-3,10-diamine C1=C(C=CC2=CC=CC=C12)NC1=CC2=C(C3=C(O2)C=C2C=C4C(OC5=C4C=CC(=C5)NC5=CC4=CC=CC=C4C=C5)=CC2=C3)C=C1